5-Cyano-3-(difluoromethyl)-N-(3-(furan-3-yl)-1H-indazol-5-yl)picolinamide C(#N)C=1C=C(C(=NC1)C(=O)NC=1C=C2C(=NNC2=CC1)C1=COC=C1)C(F)F